N-((2'-amino-6-(4-fluorophenyl)-[4,4'-bipyridin]-3-yl)methyl)acrylamide NC1=NC=CC(=C1)C1=C(C=NC(=C1)C1=CC=C(C=C1)F)CNC(C=C)=O